methyl-bis(dimethylvinylsiloxy)silane C[SiH](O[SiH2]C=C(C)C)O[SiH2]C=C(C)C